C(C)C1(COC1)COC1=CC=C(C=C1)CC1=CC=C(C=C1)OCC1(COC1)CC bis{4-[(3-ethyloxetan-3-yl)methoxy]phenyl}methane